FC=1C=C(C=C(C1)F)[C@@H]1C[C@@H](C=2N1N=C(N2)SC)F (5s,7s)-5-(3,5-difluorophenyl)-7-fluoro-2-(methylsulfanyl)-6,7-dihydro-5H-pyrrolo[1,2-b][1,2,4]triazole